4-[3-(4-Bromo-2,6-dichlorobenzoyl)-2,4-dihydro-1,3-benzoxazin-8-yl]-5-fluoro-2-morpholin-4-ylbenzoic acid methyl ester COC(C1=C(C=C(C(=C1)F)C1=CC=CC=2CN(COC21)C(C2=C(C=C(C=C2Cl)Br)Cl)=O)N2CCOCC2)=O